4-(8-(3-acrylamidophenyl)quinazolin-6-yl)-N-(pyridin-3-yl)benzamide C(C=C)(=O)NC=1C=C(C=CC1)C=1C=C(C=C2C=NC=NC12)C1=CC=C(C(=O)NC=2C=NC=CC2)C=C1